COC(=O)[C@@H]1C[C@@H](CCC1)OS(=O)(=O)C1=CC=C(C)C=C1 (1S,3R)-3-(tosyloxy)cyclohexane-1-carboxylic acid methyl ester